C(C1=CC=CC=C1)OC(C)C=1C(=C(C=CC1Cl)S(=O)(=O)N[C@H](C(=O)O)[C@H](C)C1=C(C(=CC=C1F)C)C)F (2S,3R)-2-((3-(1-(benzyloxy)ethyl)-4-chloro-2-fluorophenyl)sulfonamido)-3-(6-fluoro-2,3-dimethylphenyl)butanoic acid